2-{4-[6-({6-[(1S,4S)-5-Methyl-2,5-diazabicyclo[2.2.1]heptan-2-yl]pyrazin-2-yl}amino)-[1,3]thiazolo[5,4-c]pyridin-2-yl]pyridin-2-yl}propan-2-ol CN1[C@@H]2CN([C@H](C1)C2)C2=CN=CC(=N2)NC2=CC1=C(C=N2)SC(=N1)C1=CC(=NC=C1)C(C)(C)O